2-[[1-(4-chloropyridazin-3-yl)cyclopropanecarbonyl]amino]-4-[[3-fluoro-2-methoxy-propyl]-[4-(5,6,7,8-tetrahydro-1,8-naphthyridin-2-yl)butyl]amino]butanoic acid ClC1=C(N=NC=C1)C1(CC1)C(=O)NC(C(=O)O)CCN(CCCCC1=NC=2NCCCC2C=C1)CC(CF)OC